C1(CC1)N1C(O[C@@H](C1)CN1N=CC2=NC=C(C=C21)C2=CC(=C(C=C2)F)C(F)F)=O (S)-3-Cyclopropyl-5-[[6-[3-(difluoromethyl)-4-fluoro-phenyl]pyrazolo[4,3-b]pyridin-1-yl]methyl]oxazolidin-2-one